CC1(C=2C=C(C=CC2C=2C3=C(C=CC12)C=CC=C3)C3=NC=C(C=C3)B3OC(C(O3)(C)C)(C)C)C 2-(7,7-dimethyl-7H-benzo[c]fluorene-9-yl)-5-(4,4,5,5-tetramethyl-1,3,2-dioxaborolan-2-yl)pyridine